C(C)(=O)O.C(C)(=O)O.C(C)C1=C(C=CC=C1)I ethyl-iodobenzene diacetate